6-chloro-3,5-diethyltoluene-2,4-diamine ClC=1C(=C(C(=C(C1C)N)CC)N)CC